FC1=CC2=C(N=C(N=C2)SC)N(C1=O)[C@H]1[C@](CCC1)(C)O |r| (±)-6-fluoro-8-[(1R*,2R*)-2-hydroxy-2-methylcyclopentyl]-2-(methylsulfanyl)pyrido[2,3-d]pyrimidin-7(8H)-one